5-Hydroxy-6,10-dioxo-3,4,6,9,9a,10-hexahydro-2H-1-oxa-4a,8a-diaza-anthracen OC1=C2C(N3CCCOC3CN2C=CC1=O)=O